(6-((1,4-Dimethyl-1H-indazol-6-yl)methyl)-2-azaspiro[3.3]heptan-2-yl)((1s,3s)-3-hydroxy-3-methylcyclobutyl)methanon CN1N=CC2=C(C=C(C=C12)CC1CC2(CN(C2)C(=O)C2CC(C2)(C)O)C1)C